5-[4-(4-piperidinyl)anilino]-3-azabicyclo[3.1.1]heptane-2,4-dione hydrochloride Cl.N1CCC(CC1)C1=CC=C(NC23C(NC(C(C2)C3)=O)=O)C=C1